5-((1S,2R)-1-(8-acetyl-6-chloro-4-(2-hydroxyethyl)-1,1-dioxido-3,4-dihydro-2H-benzo[e][1,2,4]thiadiazin-2-yl)-2-(6-fluoro-2,3-dimethylphenyl)propyl)-1,3,4-oxadiazol-2(3H)-one C(C)(=O)C1=CC(=CC=2N(CN(S(C21)(=O)=O)[C@@H]([C@H](C)C2=C(C(=CC=C2F)C)C)C2=NNC(O2)=O)CCO)Cl